[4-(5-Cyclopropylpyrimidin-2-yl)piperazin-1-yl]-[rac-(2S)-1-(3-cyclopropyl-[1,2,4]triazolo[4,3-b]pyridazin-6-yl)pyrrolidin-2-yl]methanone C1(CC1)C=1C=NC(=NC1)N1CCN(CC1)C(=O)[C@H]1N(CCC1)C=1C=CC=2N(N1)C(=NN2)C2CC2 |r|